Ethyl (S)-3-(3'-Chlorobiphenyl-3-yl)-3-(3-(4-hydroxy-1,5-dimethyl-2-oxo-1,2-dihydropyridin-3-yl)ureido)propanoat ClC=1C=C(C=CC1)C1=CC(=CC=C1)[C@H](CC(=O)OCC)NC(=O)NC=1C(N(C=C(C1O)C)C)=O